C(C1=CC=CC=C1)OC1=C(C#N)C=CC(=C1F)OCC1=CC=CC=C1 2,4-bis(benzyloxy)-3-fluorobenzonitrile